4-ethyl 2-methyl (2S)-5-oxopyrrolidine-1,2,4-tricarboxylate O=C1C(C[C@H](N1C(=O)[O-])C(=O)OC)C(=O)OCC